[4,4-diethyl-1-[[3-[[(1R,2R)-2-hydroxyindan-1-yl]carbamoyl]phenyl]-phenyl-methyl]-6-oxo-hexahydropyrimidin-2-ylidene]ammonium C(C)C1(NC(N(C(C1)=O)C(C1=CC=CC=C1)C1=CC(=CC=C1)C(N[C@H]1[C@@H](CC2=CC=CC=C12)O)=O)=[NH2+])CC